C(C1=CC=CC=C1)OC([C@@H](N[C@@H]1[C@@H]([C@@H](O)[C@@H](O)[C@H](O1)CO)NC(C)=O)[C@H](O)C)=O (2-ACETAMIDO-2-DEOXY-α-D-GALACTOPYRANOSYL)-L-THREONINE BENZYL ESTER